2-[(3,3-dimethyl-1-oxo-1,3-dihydro-2-benzofuran-5-yl)amino]-N-[2-(dimethylamino)ethyl]-4-{[(1S)-2-hydroxy-1-phenylethyl]amino}pyrimidine-5-carboxamide CC1(OC(C2=C1C=C(C=C2)NC2=NC=C(C(=N2)N[C@H](CO)C2=CC=CC=C2)C(=O)NCCN(C)C)=O)C